COCC1=NNC=C1 3-(methoxymethyl)-1H-pyrazol